C1(=C(C=CC=C1)C1=NOC(=N1)CCl)C 3-(2-tolyl)-5-(chloromethyl)-1,2,4-oxadiazole